CC1(CN(CC1C=CC1=CC=C(C=C1)C(F)(F)F)C(C=C)=O)C 1-(3,3-dimethyl-4-(4-(trifluoromethyl)styryl)pyrrolidin-1-yl)prop-2-en-1-one